(E)-N-(4-(1-(4-(1-(6-((2-(2,6-dioxopiperidin-3-yl)-1-oxoisoindolin-4-yl)thio)hexanoyl)piperidin-4-yl)benzoyl)piperidin-4-yl)butyl)-3-(pyridin-3-yl)acrylamide O=C1NC(CCC1N1C(C2=CC=CC(=C2C1)SCCCCCC(=O)N1CCC(CC1)C1=CC=C(C(=O)N2CCC(CC2)CCCCNC(\C=C\C=2C=NC=CC2)=O)C=C1)=O)=O